5-bromo-3-tert-butyl-pyrazolo[1,5-a]pyridine BrC1=CC=2N(C=C1)N=CC2C(C)(C)C